6-(2,3-difluoro-4-hydroxyphenyl)-5-methyl-4,5-dihydro-2H-pyridazin-3-one FC1=C(C=CC(=C1F)O)C=1C(CC(NN1)=O)C